C(C)(C)(C)OC(=O)N1CC2(C1)CN(C2)S(=O)(=O)C2=NC=C(N=C2C)I.C2(=CC=CC=C2)N(C2=CC=C(C=C2)C=2C=C1C(C(=C(OC1=CC2)C=2OC=CC2)O)=O)C2=CC=CC=C2 6-(4-(diphenylamino)phenyl)-2-(furan-2-yl)-3-hydroxychromone tert-butyl-6-((5-iodo-3-methylpyrazin-2-yl)sulfonyl)-2,6-diazaspiro[3.3]heptane-2-carboxylate